C(C)(=O)\C(=C(\C)/O)\C=1C=NN2C1C=C(C=C2)C=2SC(=C(N2)OCC)C(=O)OCC ethyl 2-[3-[(Z)-1-acetyl-2-hydroxy-prop-1-enyl]pyrazolo[1,5-a]pyridin-5-yl]-4-ethoxy-thiazole-5-carboxylate